C(C)(C)(C)OC(=O)N1C2COCC1CN(C2)CC2=C(N=C1N2C=CC=N1)C1=CC=C(C=C1)C(C)C tert.-Butyl-7-{[2-(4-isopropylphenyl)imidazo[1,2-a]pyrimidin-3-yl]methyl}-3-oxa-7,9-diaza-bicyclo[3.3.1]nonane-9-carboxylate